(R*,E)-1-(3-(3-(trifluoromethyl)styryl)pyrrolidin-1-yl)prop-2-en-1-one FC(C=1C=C(/C=C/[C@@H]2CN(CC2)C(C=C)=O)C=CC1)(F)F |o1:7|